(E)-decenal C(\C=C\CCCCCCC)=O